2-[2-chloro-4-(methylsulfonyl)-3-[[(tetrahydro-2-furanyl)-methoxy]-methyl]-benzoyl]-1,3-cyclohexandione ClC1=C(C(=O)C2C(CCCC2=O)=O)C=CC(=C1COCC1OCCC1)S(=O)(=O)C